(2-pyridinyl)-[1-piperazinyl]-2,5-pyrrolidinedione N1=C(C=CC=C1)C1C(N(C(C1)=O)N1CCNCC1)=O